NC1=NC(=C(C=2N1C(N(N2)CCN2CCC(CC2)(F)F)=O)C2=CC(=NC(=C2)C)C)C2=CC=CC=C2 5-amino-2-[2-(4,4-difluoro-1-piperidinyl)ethyl]-8-(2,6-dimethyl-4-pyridinyl)-7-phenyl-[1,2,4]triazolo[4,3-c]pyrimidin-3-one